C[C@@]12CCC=3N=C(SC3C2=CC[C@H]2[C@H]3[C@](CC[C@H]12)(/C(/CC3)=N/O)C)NCC=C (5aR,5bS,7aS,10aS,10bR,E)-5a,7a-dimethyl-2-(prop-2-en-1-ylamino)-4,5,5a,5b,6,7,7a,9,10,10a,10b,11-dodecahydro-8H-cyclopenta[7,8]phenanthro[2,1-d]thiazol-8-one oxime